5-chloro-2-methoxypyridin-4-amine HCl salt Cl.ClC=1C(=CC(=NC1)OC)N